C(C)N1C(C(=CC(=C1)C)CC(=O)OC)=O methyl 2-(1-ethyl-5-methyl-2-oxo-1,2-dihydropyridin-3-yl)acetate